S1N=C(C2=C1C=CC=C2)N2CCN(CC2)CCCCOC2CN1C(CC(C3=CC=CC2=C13)C)=O (4-(4-(benzo[d]isothiazol-3-yl)piperazin-1-yl)butoxy)-6-methyl-5,6-dihydro-1H-pyrrolo[3,2,1-ij]quinolin-4(2H)-one